2-amino-4-(4-(trifluoromethyl)phenyl)thiazole-5-carboxylic acid ethyl ester C(C)OC(=O)C1=C(N=C(S1)N)C1=CC=C(C=C1)C(F)(F)F